2-((1r,4r)-4-(2,6-difluorophenyl)cyclohexyl)acetate FC1=C(C(=CC=C1)F)C1CCC(CC1)CC(=O)[O-]